2-(2-(dimethylamino)-5-ethyl-6-(4-(5-hydroxy-6-methylpyrimidine-4-carbonyl)piperazin-1-yl)-7-oxo-[1,2,4]triazolo[1,5-a]pyrimidin-4(7H)-yl)-N-(4-((trifluoromethyl)thio)phenyl)acetamide CN(C1=NN2C(N(C(=C(C2=O)N2CCN(CC2)C(=O)C2=NC=NC(=C2O)C)CC)CC(=O)NC2=CC=C(C=C2)SC(F)(F)F)=N1)C